CC1=NN(C=C1)C1OCCCC1 3-methyl-1-(oxan-2-yl)-1H-pyrazole